C(C)OC(CNC(CCCCCCCCCCCCCCC)=O)=O N-palmitoyl-glycine ethyl ester